N1(N=CC=C1)C1=CC=C(C=N1)C(C)=O 1-(6-(1H-pyrazol-1-yl)pyridin-3-yl)ethanone